5-[4-[3-(2-fluoranyl-ethyl)imidazo[4,5-c]pyridin-2-yl]phenyl]-N,N-dimethyl-pyridin-2-amine FCCN1C(=NC2=C1C=NC=C2)C2=CC=C(C=C2)C=2C=CC(=NC2)N(C)C